N-(6-chloro-4-(propan-2-yl)-1,5-naphthyridin-3-yl)-N'-(2-(difluoromethyl)pyridin-4-yl)urea ClC=1N=C2C(=C(C=NC2=CC1)NC(=O)NC1=CC(=NC=C1)C(F)F)C(C)C